C(C1=CC=CC=C1)OC([C@@H](N[C@@H]1[C@@H]([C@@H](O)[C@@H](OC(C)=O)[C@H](O1)COC(C)=O)NC(C)=O)COC(C)=O)=O 3,4,6-tri-O-acetyl-2-acetamido-2-deoxy-α-D-galactopyranosyl-L-serine benzyl ester